trans-4-(6-chloroquinolin-2-ylcarbamoyl)cyclohexanecarboxylic acid ClC=1C=C2C=CC(=NC2=CC1)NC(=O)[C@@H]1CC[C@H](CC1)C(=O)O